1-(1-(7,8-difluoro-1-oxo-1,2-dihydroisoquinolin-4-yl)ethyl)-3-(2-fluorophenyl)-1-methyl-urea FC1=CC=C2C(=CNC(C2=C1F)=O)C(C)N(C(=O)NC1=C(C=CC=C1)F)C